O[C@@H](CC(=O)[O-])C R-(-)-β-hydroxybutyrate